3-(4-dimethylaminobenzylidene)-2-indolinone CN(C1=CC=C(C=C2C(NC3=CC=CC=C23)=O)C=C1)C